3-xylenolate C1(CC(=CC=C1)C)(C)[O-]